COC1=CC=C(C=C1)C=1C(=CC=2N(C1)C(NN2)=O)OCC2=NN(C=C2)C 6-(4-Methoxyphenyl)-7-[(1-methylpyrazol-3-yl)methoxy]-2H-[1,2,4]triazolo[4,3-a]pyridin-3-one